4-(2,2-difluorobenzo[d][1,3]dioxol-5-yl)-1H-1,2,3-triazole-5-carboxylic acid FC1(OC2=C(O1)C=CC(=C2)C=2N=NNC2C(=O)O)F